(S)-4-amino-3-(2-(dimethylamino)-2-oxoethoxy)-5-((oxetan-2-ylmethyl)amino)benzoic acid methyl ester COC(C1=CC(=C(C(=C1)NC[C@H]1OCC1)N)OCC(=O)N(C)C)=O